ClC1=CC=C(C=C1)C=1C(N(C=C2C=CC(=NC12)OCC)C=1C=C2N=CC=NC2=CC1)=O 8-(4-chlorophenyl)-2-ethoxy-6-(quinoxalin-6-yl)-1,6-naphthyridin-7(6H)-one